ClCC(CC1=CC=CC=C1)[Si](O[Si](C)(C)C)(O[Si](C)(C)C)O[Si](C)(C)C chloromethyl-phenethyl-tri(trimethylsiloxy)silane